CC1=C(C=C(C(=O)OC)C=C1)N1N=C(C=C1)C=1C=NC=CC1 Methyl 4-methyl-3-[3-(3-pyridyl)pyrazol-1-yl]benzoate